C(C1=CC=CC=C1)OC(=O)N1CCC(CC1)CN1CCN(CC1)C(=O)OC(C)(C)C tert-butyl 4-[(1-benzyloxycarbonyl-4-piperidyl)methyl]piperazine-1-carboxylate